N1C=NC2=C1C=CC=C2N2CC(N(CC2)C)=O 4-(1H-benzo[d]imidazol-4-yl)-1-methylpiperazin-2-one